[(2R,3S,4R,5R)-3,4-dihydroxy-5-[6-[(1-phenylcyclopropyl)-amino]purin-9-yl]-tetrahydrofuran-2-yl]-methoxymethylphosphonic acid O[C@@H]1[C@@H](O[C@H]([C@@H]1O)N1C2=NC=NC(=C2N=C1)NC1(CC1)C1=CC=CC=C1)C(OC)P(O)(O)=O